N1=CC=CC=2CCC/C(/C12)=N\NC=1N=NC2=C(NC=3C=CC(=CC23)F)N1 (E)-3-(2-(6,7-dihydroquinolin-8(5H)-ylidene)hydrazino)-8-fluoro-5H-[1,2,4]triazino[5,6-b]indole